methyl-6-methyl-1H-1,5-diazaindene-2-carboxylate COC(=O)C=1NC2=CC(=NC=C2C1)C